C1(CCCCC1)C[C@H](C(=O)N1CC(C(CC1)(O)CN1C=NC(=CC1=O)C1=CSC=C1)(C)C)C 3-((1-((R)-3-cyclohexyl-2-methylpropionyl)-4-hydroxy-3,3-dimethylpiperidine-4-Yl)methyl)-6-(thien-3-yl)pyrimidin-4(3H)-one